3-({3-[(tert-butyldimethylsilyl)oxy]propyl}sulfanyl)-6-(5-chloro-2-fluorophenyl)pyridazin-4-amine [Si](C)(C)(C(C)(C)C)OCCCSC=1N=NC(=CC1N)C1=C(C=CC(=C1)Cl)F